(cyclopropanecarbonyl)-N-(2,2,2-trifluoroethyl)-3,6-diazabicyclo[3.2.1]octane C1(CC1)C(=O)C12CNCC(N(C1)CC(F)(F)F)C2